2-Pentyl-Cyclopentanone C(CCCC)C1C(CCC1)=O